Methyl 5-amino-6-methoxypicolinate NC=1C=CC(=NC1OC)C(=O)OC